ClC=1C=CC2=C(CC3(CC=4N2C(=NN4)[C@@H]4CC[C@H](CC4)OC4=NC=CC=C4)OCCCCO3)C1 8'-Chloro-1'-[trans-4-(pyridin-2-yloxy)cyclohexyl]-4'H,6'H-spiro[1,3-dioxepan-2,5'-[1,2,4]triazolo[4,3-a][1]benzazepin]